C(C)OC(C(=O)NNC(C1=C(C=CC(=C1)OC(F)(F)F)C1CC1)=O)=O 2-(2-(2-Cyclopropyl-5-(trifluoromethoxy)benzoyl)hydrazino)-2-oxoacetic acid ethyl ester